5-bromo-3-(6-methylpyridin-3-yl)-1-tosyl-1H-pyrrolo[2,3-b]pyridine BrC=1C=C2C(=NC1)N(C=C2C=2C=NC(=CC2)C)S(=O)(=O)C2=CC=C(C)C=C2